CN1[C@@H](CCC1)CNC=1N=NC(=C2C1C=NC=C2)C2=C(C=C(C=C2)C(F)(F)F)O 2-[4-({[(2S)-methylpyrrolidin-2-yl]methyl}amino)pyrido[3,4-d]pyridazin-1-yl]-5-(trifluoromethyl)phenol